asparagine amide N[C@@H](CC(N)=O)C(=O)N